(R)-N-(3-(3'-chloro-4-fluoro-6-methoxy-5-((((5-oxopyrrolidin-2-yl)methyl)amino)methyl)-[2,4'-bipyridin]-2'-yl)-2-methylphenyl)-5-(((2-hydroxyethyl)amino)methyl)picolinamide ClC=1C(=NC=CC1C1=NC(=C(C(=C1)F)CNC[C@@H]1NC(CC1)=O)OC)C=1C(=C(C=CC1)NC(C1=NC=C(C=C1)CNCCO)=O)C